N-((R)-2-hydroxy-2-((S)-7-((4-methyloxazol-5-yl)methoxy)-1,2,3,4-tetrahydroisoquinolin-3-yl)ethyl)-3-(pyridin-2-yl)benzamide O[C@H](CNC(C1=CC(=CC=C1)C1=NC=CC=C1)=O)[C@H]1NCC2=CC(=CC=C2C1)OCC1=C(N=CO1)C